bis(2-acryloxypropanediol) phosphate P(=O)(O)(O)O.C(C=C)(=O)OC(C(O)O)C.C(C=C)(=O)OC(C(O)O)C